4-(4-(ethylamino)piperidin-1-yl)-2-methyl-N-(2-methyl-8-(4-oxopyridin-1(4H)-yl)imidazo[1,2-a]-pyridin-6-yl)-2H-indazole-7-carboxamide C(C)NC1CCN(CC1)C=1C2=CN(N=C2C(=CC1)C(=O)NC=1C=C(C=2N(C1)C=C(N2)C)N2C=CC(C=C2)=O)C